N-dodecyl-1H-benzotriazole-1-methanamine C(CCCCCCCCCCC)NCN1N=NC2=C1C=CC=C2